OC1(COC1)C1=CC=C(C(=O)O)C=C1 4-(3-hydroxyoxetan-3-yl)benzoic acid